(2-((2R,3S,4S,5S,6R)-6-((6-(hex-5-ynamido)naphthalen-2-yl)oxy)-3,4,5-trihydroxytetrahydro-2H-pyran-2-yl)ethyl)phosphonic acid C(CCCC#C)(=O)NC=1C=C2C=CC(=CC2=CC1)O[C@@H]1[C@H]([C@H]([C@@H]([C@H](O1)CCP(O)(O)=O)O)O)O